2-chloro-N-(3-chloro-4-(2-methoxyethoxy)phenyl)-4-(3-ethynylpyridin-4-yl)-5-fluorobenzamide ClC1=C(C(=O)NC2=CC(=C(C=C2)OCCOC)Cl)C=C(C(=C1)C1=C(C=NC=C1)C#C)F